(1R,2S,5S)-N-[cinnolin-4-yl(cyano)methyl]-3-[(2S)-2-(2,2-difluoropropanoylamino)-3-methyl-butanoyl]-6,6-dimethyl-3-azabicyclo[3.1.0]hexane-2-carboxamide N1=NC=C(C2=CC=CC=C12)C(NC(=O)[C@@H]1[C@H]2C([C@H]2CN1C([C@H](C(C)C)NC(C(C)(F)F)=O)=O)(C)C)C#N